C(C1=CC=CC=C1)OC(=O)N[C@H](C(=O)O)CC=O (S)-2-(((benzyloxy)carbonyl)amino)-4-oxobutanoic acid